3-{4-[(2-cyclopropylethyl)[(1s,4s)-4-[3-(trifluoromethyl)pyrrolidin-1-yl]cyclohexyl]amino]-1-oxo-3H-isoindol-2-yl}piperidine-2,6-dione C1(CC1)CCN(C1=C2CN(C(C2=CC=C1)=O)C1C(NC(CC1)=O)=O)C1CCC(CC1)N1CC(CC1)C(F)(F)F